ClC=1C=C(C=C(C1)Cl)C1=NC(=CC(=C1)CN1CCO[C@@H](CC1)CO)OC=1C=NC(=NC1)N1CCN(CC1)C (S)-(4-((2-(3,5-dichlorophenyl)-6-((2-(4-methylpiperazin-1-yl)pyrimidin-5-yl)oxy)pyridin-4-yl)methyl)-1,4-oxazepan-7-yl)methanol